2-methyl-2-[5-(4,4,5,5-tetramethyl-1,3,2-dioxaborolan-2-yl)-7-(trifluoromethyl)-1H-1,3-benzimidazol-1-yl]-1-propanol CC(CO)(C)N1C=NC2=C1C(=CC(=C2)B2OC(C(O2)(C)C)(C)C)C(F)(F)F